5-(butylamino)-[1,1'-biphenyl] C(CCC)NC=1C=CC=C(C1)C1=CC=CC=C1